4-((4-(4-chloro-3-(trifluoromethyl)phenoxy)-3-methylbenzyl)oxy)-1-methyl-6-morpholinopyrimidin-2(1H)-one ClC1=C(C=C(OC2=C(C=C(COC3=NC(N(C(=C3)N3CCOCC3)C)=O)C=C2)C)C=C1)C(F)(F)F